CN1C(NC2=C1C=CC(=C2)C(=O)NCC=2C=NC(=CC2)N2[C@H](CCC2)C)=O (S)-1-methyl-N-((6-(2-methylpyrrolidin-1-yl)pyridin-3-yl)methyl)-2-oxo-2,3-dihydro-1H-benzimidazole-5-carboxamide